1,3,6,8-tetrakis-(4-methoxyphenyl)-2,7-diethoxy-pyrene COC1=CC=C(C=C1)C1=C(C(=C2C=CC3=C(C(=C(C4=CC=C1C2=C34)C3=CC=C(C=C3)OC)OCC)C3=CC=C(C=C3)OC)C3=CC=C(C=C3)OC)OCC